3-(1,3-dithian-2-yl)-5-fluoro-4-(4-methoxybenzyloxy)benzoic acid S1C(SCCC1)C=1C=C(C(=O)O)C=C(C1OCC1=CC=C(C=C1)OC)F